C(C=C)(=O)N1[C@H](CN(CC1)C1=CC(=NC2=CC(=CN=C12)C1=CC=CC2=CC=CC(=C12)Cl)OC[C@H]1N(CCC1)C)CC#N 2-((S)-1-propenoyl-4-(7-(8-chloronaphthalen-1-yl)-2-(((S)-1-methylpyrrolidin-2-yl)methoxy)-1,5-naphthyridin-4-yl)piperazin-2-yl)acetonitrile